FC1=C(C=CC=C1F)C1=C(C=C2C(=N1)N(CS2)S(=O)(=O)C)C 5-(2,3-difluorophenyl)-3-(methylsulfonyl)-6-methyl-2,3-dihydro[1,3]thiazolo[4,5-b]pyridine